Cl.O[C@H]1CC[C@H](NC1)C(=O)O (2S,5S)-5-hydroxypiperidine-2-carboxylic acid hydrochloride salt